C1(CC1)S(=O)(=O)NC(=O)C1=CC2=C(N=C(S2)N2[C@@H]3C[C@H]([C@H](C2)C3)OCC=3C(=NOC3C3CC3)C3=C(C=CC=C3Cl)Cl)C(=C1)F N-(cyclopropanesulfonyl)-2-[(1S,4S,5R)-5-[[5-cyclopropyl-3-(2,6-dichlorophenyl)-1,2-oxazol-4-yl]methoxy]-2-azabicyclo[2.2.1]heptan-2-yl]-4-fluoro-1,3-benzothiazole-6-carboxamide